5-bromo-3-{[(7-fluoro-2-methylindazol-5-yl)amino]methyl}thiophene-2-carboxylic acid BrC1=CC(=C(S1)C(=O)O)CNC1=CC2=CN(N=C2C(=C1)F)C